{9-[Methyl(7H-pyrrolo[2,3-d]pyrimidin-4-yl)amino]-3-azaspiro[5.5]undec-3-yl}(3-trifluoromethylphenyl)methanon CN(C1CCC2(CCN(CC2)C(=O)C2=CC(=CC=C2)C(F)(F)F)CC1)C=1C2=C(N=CN1)NC=C2